NNC(=N)C=1C=C(C=CC1F)C=1C(=C(C(=O)N)C=CC1C(F)(F)F)OC1=C(C=C(C=C1)F)C (3-Aminocarbamimidoyl-4-fluorophenyl)-2-(4-fluoro-2-methylphenoxy)-4-(trifluoromethyl)benzamide